C1(CCC1)C1C(N2CCOC3=C(SC(C(N1)=O)=C32)C=3C=NNC3)C 10-cyclobutyl-9-methyl-3-(1H-pyrazol-4-yl)-5-oxa-2-thia-8,11-diazatricyclo[6.4.1.04,13]trideca-1(13),3-dien-12-one